(S)-6-(1-amino-1,3-dihydrospiro[indene-2,4'-piperidine]-1'-yl)-3-(1-(2-methoxyphenyl)vinyl)-1,5-dihydro-4H-pyrazole N[C@@H]1C2=CC=CC=C2CC12CCN(CC2)C2=CC=CC(=C2C(=C)C2=NNCC2)OC